Barium heptanoate C(CCCCCC)(=O)[O-].[Ba+2].C(CCCCCC)(=O)[O-]